5-bromo-4-iodo-2,7-dimethyl-2H-indazole BrC1=C(C2=CN(N=C2C(=C1)C)C)I